BrC1=C2CC(CC2=CC(=C1Cl)F)(C1=CC=CC=C1)CNC1CCC(CC1)O (1r,4r)-4-(((4-Bromo-5-chloro-6-fluoro-2-phenyl-2,3-dihydro-1H-inden-2-yl)methyl)amino)cyclohexan-1-ol